7-[7-(2-fluoro-phenyl)-5-(4-fluoro-phenyl)-7H-pyrrolo[2,3-d]Pyrimidine-4-oxy]-4-methylcoumarin FC1=C(C=CC=C1)N1C=C(C2=C1N=CN=C2OC2=CC=C1C(=CC(OC1=C2)=O)C)C2=CC=C(C=C2)F